COC=1C=C2C(=NN(C2=C2C1C=CC=C2)C2=CC=CC=C2)C=O 5-methoxy-1-phenyl-1H-benzo[g]indazole-3-carbaldehyde